4-amino-3-(6-biphenyl-2-ylpyridine-3-ylazo)naphthalene NC1=C(C=CC2=CC=CC=C12)N=NC=1C=NC(=CC1)C1=C(C=CC=C1)C1=CC=CC=C1